COC(C=CC(=O)NC(C(=O)O)CC(C)C)=O 2-(4-methoxy-4-oxo-but-2-enamido)-4-methylpentanoic acid